C1CCC2=C(C=3CCCC3C=C12)NC(=O)NS(=O)(=N)C1=NN(C(=C1)CN1[C@H](CCC1)CO)C(C)C N-((1,2,3,5,6,7-hexahydro-s-indacen-4-yl)carbamoyl)-5-(((R)-2-(hydroxymethyl)pyrrolidin-1-yl)methyl)-1-isopropyl-1H-pyrazole-3-sulfonimidamide